methyl 2-(2-hydroxy-4-methoxyphenyl)-2H-benzotriazole-5-carboxylate OC1=C(C=CC(=C1)OC)N1N=C2C(=N1)C=CC(=C2)C(=O)OC